C[C@@H]1CC2=C(CN1)SC(=N2)NC(C)=O (R)-N-(6-methyl-4,5,6,7-tetrahydrothiazolo[5,4-c]pyridin-2-yl)acetamide